FC(C(F)(F)F)=O 1,2,2,2-tetrafluoroethane-1-on